ClC=1C=C(C=CC1C(F)(F)F)N1C=NN(C1=O)CC1=CC(=C(OC(C(=O)OCC)(C)C)C=C1)C Ethyl 2-(4-((4-(3-chloro-4-(trifluoromethyl) phenyl)-5-oxo-4,5-dihydro-1H-1,2,4-triazol-1-yl)methyl)-2-methylphenoxy)-2-methylpropionate